Cl.ClC1=C(N=C(NC1=O)C1=CC(=NC=C1)F)N1CC(NCC1)C(C)(C)F 5-chloro-4-[3-(1-fluoro-1-methyl-ethyl)piperazin-1-yl]-2-(2-fluoro-4-pyridinyl)-1H-pyrimidin-6-one hydrochloride